4-(2-(5-methylthiophen-2-yl)imidazo[4,5-d]pyrrolo[2,3-b]pyridin-1(6H)-yl)-1H-pyrAzol-1-ylbutyronitrile CC1=CC=C(S1)C1=NC=2C(=C3C(=NC2)NC=C3)N1C=1C=NN(C1)C(C#N)CC